6-methyl-4-(1-methyl-4-(p-tolyl)-1H-pyrazol-3-yl)-7-oxo-6,7-dihydro-1H-pyrrolo[2,3-c]pyridin-2-carboxylic acid CN1C(C2=C(C(=C1)C1=NN(C=C1C1=CC=C(C=C1)C)C)C=C(N2)C(=O)O)=O